O=C1NCCC12CCN(CC2)C(=O)N 1-oxo-2,8-diazaspiro[4.5]decane-8-carboxamide